2-(ethylamino)-6-methylphenol C(C)NC1=C(C(=CC=C1)C)O